C(C(C)C)C(C)O isobutylethyl alcohol